4-Bromo-2-(2-methoxyvinyl)-1-tosyl-1H-pyrrole BrC=1C=C(N(C1)S(=O)(=O)C1=CC=C(C)C=C1)C=COC